CC1=C(C2=C(N=CN=C2NC2(CC2)C)O1)C(=O)NC1(CCC1)C 6-methyl-N-(1-methylcyclobutyl)-4-[(1-methylcyclopropyl)amino]furo[2,3-d]pyrimidine-5-carboxamide